BrC=1C(=C(C=CC1)N=S(C)(C)=C=O)Cl ((3-bromo-2-chlorophenyl)imino)dimethyl-lambda6-Thioketone